C(C(C)C)[Sn](OC(C)(C)C)(OC(C)(C)C)OC(C)(C)C i-butyltris(t-butoxy)tin